FC=1C=C(C=CC1F)CC(C)(C)NCC(O)C1=CC(=CC=2NC(COC21)=O)O 8-{2-[2-(3,4-Difluorophenyl)-1,1-dimethyl-ethylamino]-1-hydroxy-ethyl}-6-hydroxy-4H-benzo[1,4]oxazin-3-one